8-fluoro-3-(5-fluoro-3,3-dimethyl-3,4-dihydroisoquinolin-1-yl)-quinoline FC=1C=CC=C2C=C(C=NC12)C1=NC(CC2=C(C=CC=C12)F)(C)C